1-(4-sulfamoylphenyl)piperidin S(N)(=O)(=O)C1=CC=C(C=C1)N1CCCCC1